Pyrazolo[1,5-a]pyrimidine-3-carboxylic acid [3-(5-chloro-2-difluoromethoxyphenyl)-1H-pyrazol-4-yl]amide ClC=1C=CC(=C(C1)C1=NNC=C1NC(=O)C=1C=NN2C1N=CC=C2)OC(F)F